C(C)(C)(C)C1=CC=C(C(=O)SC2=CC=C(C=C2)C2=CC=C(C=C2)[S+](C2=CC=C(C=C2)C)C2=CC=C(C=C2)C)C=C1 4-[4-(4-tert-butylbenzoyl)thiophenyl]phenyl-di-p-tolyl-sulfonium